N-[1-(2,6-Difluoro-4-methoxyphenyl)-4-(4-methylphenyl)-1H-imidazol-2-yl]-4-(difluoromethoxy)benzamide FC1=C(C(=CC(=C1)OC)F)N1C(=NC(=C1)C1=CC=C(C=C1)C)NC(C1=CC=C(C=C1)OC(F)F)=O